FC(C=1C=C(C=C(C1)C(F)(F)F)C1=NN(C=N1)\C=C/C(=O)O)(F)F (Z)-3-(3-(3,5-bis(trifluoromethyl)phenyl)-1H-1,2,4-triazol-1-yl)acrylic acid